CC1=CC=CC=C1S(=O)(=O)N o-toluenesulfonamide